C(C)(C)(C)C1=NN=C(O1)C=1C(=CC2=C(N(C([C@H](CS2(=O)=O)NC(OC(C)(C)C)=O)=O)CC2=CC=C(C=C2)OC2CCCC2)C1)F tert-butyl N-[(3R)-7-(5-tert-butyl-1,3,4-oxadiazol-2-yl)-5-[[4-(cyclopentoxy)phenyl]methyl]-8-fluoro-1,1,4-trioxo-2,3-dihydro-1λ6,5-benzothiazepin-3-yl]carbamate